BrC1=CC(=C(C(=O)Cl)C=C1C)Cl 4-Bromo-2-chloro-5-methylbenzoyl chloride